CC(C(=O)[C@H]1C[C@@H]1[C@@H]([C@H]2CC=CC(=O)O2)OC(=O)C)OC(=O)/C=C/C3=CC=C(C=C3)O The molecule is a pyranone that is a carboxylic ester of trans-4-coumaric acid. It is isolated from the whole plant of Hyptis brevipes and has been found to exhibit cytotoxicity against HT-29 cancer cells. It has a role as a metabolite and an antineoplastic agent. It is an acetate ester, a member of phenols, a member of cyclopropanes, a cinnamate ester and a member of 2-pyranones. It derives from a trans-4-coumaric acid.